1-[6-(4,4-difluorocyclohexyl)pyridin-3-yl]-3-[5-(3,3,3-trifluoropropoxy)-1H-pyrrolo[3,2-b]pyridin-3-yl]urea FC1(CCC(CC1)C1=CC=C(C=N1)NC(=O)NC1=CNC=2C1=NC(=CC2)OCCC(F)(F)F)F